NC=1C(=NN(C1N)CO)C 4,5-diamino-3-methyl-hydroxymethyl-pyrazole